O1CCOC2=C1C=CC=C2C2=CC=C(C(=N2)OC)NC2=CC=C(C=C2)CN2C=NC=C2 [6-(2,3-Dihydro-benzo[1,4]dioxin-5-yl)-2-methoxy-pyridin-3-yl]-(4-imidazol-1-ylmethyl-phenyl)-amine